5-(4-hydroxypiperazin-1-yl)-7-methyl-2,3-dihydro-1,4-benzodioxine ON1CCN(CC1)C1=CC(=CC=2OCCOC21)C